6-(3-Methoxy-2-methylphenyl)-5-(5-methoxypyridin-2-yl)-2-(1-methyl-1H-imidazol-2-yl)pyrrolo[2,1-f][1,2,4]triazin-4-ol COC=1C(=C(C=CC1)C=1C(=C2C(=NC(=NN2C1)C=1N(C=CN1)C)O)C1=NC=C(C=C1)OC)C